CC1=NC(=NC=C1S(=O)(=O)N1C[C@@H]2[C@@H](C1)CN(C2)C(=O)OC(C)(C)C)C(F)(F)F |r| Rac-tert-butyl (3aR,6aR)-5-((4-methyl-2-(trifluoromethyl)pyrimidin-5-yl)sulfonyl)hexahydropyrrolo[3,4-c]pyrrole-2(1H)-carboxylate